ClC=1C=C(C=CC1)C(\C=C\C(=O)C1=CC(=CC=C1)Cl)=O (E)-1,4-di(3-chlorophenyl)but-2-ene-1,4-dione